CNC(=S)NN=CC1=CC=CO1 5-((2-(methylthiocarbamoyl)hydrazono)methyl)furan